(phenoxy)phosphoric acid O(C1=CC=CC=C1)OP(O)(O)=O